5-((5-(3-hydroxy-3-methylbut-1-ynyl)pyridin-2-yl)oxy)-1H-1,2,3-triazole-4-carboxylic acid OC(C#CC=1C=CC(=NC1)OC1=C(N=NN1)C(=O)O)(C)C